ClC1=C(C=CC(=C1I)F)N(S(=O)(=O)CC1CC1)S(=O)(=O)CC1CC1 N-(2-chloro-4-fluoro-3-iodophenyl)-1-cyclopropyl-N-((cyclopropyl-methyl)sulfonyl)methanesulfonamide